BrCC(=O)O Bromo-acetic acid